C(C)OC(=O)C=1CCN2CCCCC2C1O 9-Hydroxy-1,3,4,6,7,9a-hexahydro-2H-quinolizine-8-carboxylic acid ethyl ester